tert-butyl 4-(chloromethyl)benzoate ClCC1=CC=C(C(=O)OC(C)(C)C)C=C1